N-(1-(1-(4-(trifluoromethyl)phenyl)-1H-indazole-3-carbonyl)pyrrolidin-3-yl)acrylamide FC(C1=CC=C(C=C1)N1N=C(C2=CC=CC=C12)C(=O)N1CC(CC1)NC(C=C)=O)(F)F